OC1=C2C3[C@@H](C(OC2=CC(=C1)CCCCC)(C)C)CCC(C3)=O (6As)-1-hydroxy-6,6-dimethyl-3-pentyl-7,8,10,10a-tetrahydro-6aH-benzo[c]chromen-9-one